2-(3,4-dimethoxyphenyl)-3-isopropyl-5-(1-(4-(trifluoromethoxy)benzyl)piperidin-4-yl)-1H-indole COC=1C=C(C=CC1OC)C=1NC2=CC=C(C=C2C1C(C)C)C1CCN(CC1)CC1=CC=C(C=C1)OC(F)(F)F